C1(=CC=CC=C1)C1(CC1)NC(=O)C=1C=2C[C@@H]3[C@H](C2N(N1)C1=NC=C(C=C1)C#N)C3 (1aR,5aR)-2-(5-Cyano-pyridin-2-yl)-1a,2,5,5a-tetrahydro-1H-2,3-diaza-cyclopropa[a]pentalene-4-carboxylic acid (1-phenyl-cyclopropyl)-amide